((2R,3R,4R,5S)-3,4,5-tris(benzyloxy)-1-phenethylpiperidin-2-yl)methanol C(C1=CC=CC=C1)O[C@@H]1[C@H](N(C[C@@H]([C@H]1OCC1=CC=CC=C1)OCC1=CC=CC=C1)CCC1=CC=CC=C1)CO